4-((1R,3S)-3-methoxycyclohexylamino)-2-((1r,4R)-4-methoxycyclohexylamino)-pyrimidine-5-carboxamide CO[C@@H]1C[C@@H](CCC1)NC1=NC(=NC=C1C(=O)N)NC1CCC(CC1)OC